2-(3-(9-borabicyclo[3.3.1]non-9-yl)propyl)isoindoline-1,3-dione C12CCCC(CCC1)B2CCCN2C(C1=CC=CC=C1C2=O)=O